N-(4-((2-((5-cyclopropyl-1-methyl-2-oxo-1,2-dihydropyridin-3-yl)amino)-3-methyl-3H-imidazo[4,5-b]pyridin-5-yl)oxy)pyridin-2-yl)acetamide C1(CC1)C=1C=C(C(N(C1)C)=O)NC1=NC=2C(=NC(=CC2)OC2=CC(=NC=C2)NC(C)=O)N1C